COC1=C(C=CC=C1C1=NN(C=N1)C)NC1=CC(=NC=C1C(CC)=O)NC(=O)C1C(C1)C=1C=NN(C1)C N-(4-((2-methoxy-3-(1-methyl-1H-1,2,4-triazol-3-yl)phenyl)amino)-5-propionylpyridin-2-yl)-2-(1-methyl-1H-pyrazol-4-yl)cyclopropane-1-carboxamide